5-bromo-1H-pyrrolo[2,3-b]pyridine-2-carbaldehyde BrC=1C=C2C(=NC1)NC(=C2)C=O